methyl 1-[[5-[5-(trifluoromethyl)-1,2,4-oxadiazol-3-yl]-2-thienyl]methyl]-1,2,4-triazole-3-carboxylate FC(C1=NC(=NO1)C1=CC=C(S1)CN1N=C(N=C1)C(=O)OC)(F)F